S(=O)(=O)([O-])S(=O)[O-].[Na+].S(=O)(=O)(O)S(=O)O.[Na+] Sodium Metabisulphite Sodium metabisulphite